tert-butyl-6-[4-[(2,2-difluoromorpholin-4-yl)methyl]phenyl]-4-[(3S)-piperidin-3-ylamino]pyrido[3,2-d]pyrimidine-8-carboxamide C(C)(C)(C)C=1N=C(C2=C(N1)C(=CC(=N2)C2=CC=C(C=C2)CN2CC(OCC2)(F)F)C(=O)N)N[C@@H]2CNCCC2